N[C@@H](C(=O)OC(C)C)CC |r| isopropyl racemic-2-aminobutyrate